6-bromo-1-isopropylimidazo[1,5-a]pyridine BrC=1C=CC=2N(C1)C=NC2C(C)C